heptadecanediboronic acid C(CCCCCCCCCCCCCCCC)(B(O)O)B(O)O